COC1=C(CN(S(=O)(=O)C2=C(C=C(C=C2)N2C[C@](CCC2)(CCC2=CC(=CC=C2)C(F)(F)F)N(C)C)F)C2=NC=NC=C2)C=CC(=C1)OC (R)-N-(2,4-dimethoxybenzyl)-4-(3-(dimethylamino)-3-(3-(trifluoro-methyl)-phenethyl)piperidin-1-yl)-2-fluoro-N-(pyrimidin-4-yl)benzenesulfonamide